BrC=1C=C2C=CN(C2=CC1)COCC[Si](C)(C)C 5-bromo-1-((2-(trimethylsilyl)ethoxy)methyl)-1H-indole